Chloroformyl-phthalic anhydride ClC(=O)C1=C2C(C(=O)OC2=O)=CC=C1